OC1=C(C=CC(=C1C)OCC)C1=NC(=NC(=N1)C1=C(C(=C(C=C1)OCC)C)O)C1=C(C(=C(C=C1)OCC)C)O 2,4,6-Tris(2-hydroxy-3-methyl-4-ethoxyphenyl)-1,3,5-triazine